C(C)(C)(C)C1N(CCN(C1)CC1CCN(CC1)C1=C2C(N(C(C2=CC=C1)=O)C1C(NC(CC1)=O)=O)=O)C(=O)O.C(=C)C1=CC=C(C=C1)C=1C2=CC=C(N2)C(=C2C=CC(C(=C3C=CC(=C(C=4C=CC1N4)C4=CC=C(C=C4)C=C)N3)C3=CC=C(C=C3)C=C)=N2)C2=CC=C(C=C2)C=C 5,10,15,20-tetra(4-vinylphenyl)porphyrin tert-butyl-4-((1-(2-(2,6-dioxopiperidin-3-yl)-1,3-dioxoisoindolin-4-yl)piperidin-4-yl)methyl)piperazine-1-carboxylate